N1C(=NC2=C1C=CC=C2)C2=CC(=NN2CCOC)N 5-(1H-Benzimidazol-2-yl)-1-(2-methoxyethyl)pyrazol-3-amine